(R)-6-(4-(1-methyl-1H-pyrazol-4-yl)piperazin-1-yl)-N-(1-(2-methyl-3-(trifluoromethyl)phenyl)ethyl)quinolin-4-amine CN1N=CC(=C1)N1CCN(CC1)C=1C=C2C(=CC=NC2=CC1)N[C@H](C)C1=C(C(=CC=C1)C(F)(F)F)C